N1=C(C=CC=C1)CN=[N+]=[N-] (picolyl) azide